C(CC=C)N(C(OC(C)(C)C)=O)C1(CC1)CO tert-Butyl 3-buten-1-yl(1-(hydroxymethyl)cyclopropyl)carbamate